CC(CCCCCC)C(=O)N octane-2-carboxamide